carbonylglutaric acid C(=O)=C(C(=O)O)CCC(=O)O